[(3S)-3-methylpiperidin-1-yl]methyl-4-(methylsulfanyl)-2,3-dihydroisoindol-1-one C[C@@H]1CN(CCC1)CN1C(C2=CC=CC(=C2C1)SC)=O